(((3,3-difluorocyclopentyl)amino)methyl)-2,3-dihydro-1H-pyrrolo[3,4-C]pyridin-1-one FC1(CC(CC1)NCN1CC=2C=NC=CC2C1=O)F